COC(C=CCCCCCCC)=O 2-decenic acid methyl ester